C1(CC1)NC=1N=CC2=C(C(=NC=3C=C(C=CC23)C(=O)O)OCCOCCCCNCC2=CC(=C(C(=C2)F)OC(F)(F)F)F)N1 3-(Cyclopropylamino)-5-(2-(4-((3,5-difluoro-4-(trifluoromethoxy)benzyl)amino)butoxy)ethoxy)pyrimido[4,5-c]quinoline-8-carboxylic acid